7-(phenylmethyloxy)-5-fluoro-1H-indole-2-carbaldehyde C1(=CC=CC=C1)COC=1C=C(C=C2C=C(NC12)C=O)F